C[C@@H]1CC2=C(NC3=CC=CC=C23)[C@H](N1CC(F)(F)F)C1=NC=CC=C1N ((1s,3r)-3-methyl-2-(2,2,2-trifluoroethyl)-2,3,4,9-tetrahydro-1H-pyrido[3,4-b]indol-1-yl)pyridin-3-amine